mercapto-carboxylic acid SC(=O)O